CN1C(C=CC=C1C(F)(F)F)C(=O)N 1-methyl-6-(trifluoromethyl)pyridinamide